1-((6-cyclopropyl-2-(3'-((3-((3-hydroxypyrrolidin-1-yl)methyl)-1,7-naphthyridin-8-yl)amino)-2,2'-Dimethyl-[1,1'-biphenyl]-3-yl)benzo[d]oxazol-5-yl)methyl)pyrrolidine-3-carboxylic acid C1(CC1)C1=CC2=C(N=C(O2)C=2C(=C(C=CC2)C2=C(C(=CC=C2)NC=2N=CC=C3C=C(C=NC23)CN2CC(CC2)O)C)C)C=C1CN1CC(CC1)C(=O)O